2-(4'-ethoxy-2-methoxy-[1,1'-biphenyl]-4-yl)-6-fluoroquinoline-4-carboxylic acid C(C)OC1=CC=C(C=C1)C1=C(C=C(C=C1)C1=NC2=CC=C(C=C2C(=C1)C(=O)O)F)OC